C(\C=C/C(=O)O)(=O)O cis-maleic acid